COC=1C=C2C(=NC(=NC2=CC1)C)SCC(=O)C1=CC=C(S1)CNC(CCC=1C=NC=CC1)=O N-((5-(2-((6-methoxy-2-methylquinazolin-4-yl)thio)acetyl)thiophen-2-yl)methyl)-3-(pyridin-3-yl)propanamide